C(C1=CC=CC=C1)OC1=CN(C=CC1=O)CCC 3-(benzyloxy)-1-propyl-1,4-dihydropyridin-4-one